tetramethyl-ammonium hypobromite Br[O-].C[N+](C)(C)C